ClC=1C(=C(C(=CC1)N1N=NN=C1)C1=CC(N2[C@@H](CCC2C1)C=1NC(=CN1)C1=C(C(=NC=C1)CNC(OC(C)(C)C)=O)F)=O)F tert-butyl ((4-(2-((3S)-7-(3-chloro-2-fluoro-6-(1H-tetrazol-1-yl)phenyl)-5-oxo-1,2,3,5,8,8a-hexahydroindolizin-3-yl)-1H-imidazol-5-yl)-3-fluoropyridin-2-yl)methyl)carbamate